1,1,2,3,3,4,4,5,5-nonafluoro-1-pentene FC(=C(C(C(C(F)F)(F)F)(F)F)F)F